C(C)(=O)N1CC(CC1)N1C=C2C(=NN=C(C2=CC1=O)C)N[C@H](C)C1=C(C(=CC=C1)C(F)F)F 6-(1-acetylpyrrolidin-3-yl)-4-(((R)-1-(3-(difluoromethyl)-2-Fluorophenyl)ethyl)amino)-1-methylpyrido[3,4-d]pyridazin-7(6H)-one